C(C)(C)(C)OC(=O)N1CC2(C1)CC(C2)C=2N(C(=C(N2)Br)Br)C tert-butyl-6-(4,5-dibromo-1-methyl-imidazol-2-yl)-2-azaspiro[3.3]heptane-2-carboxylate